C1(=CC=C(C=C1)C1=CC=C(C=C1)O)O 4,4'-biphenol